4-iodo-3,3,4,4-tetrafluorobutene IC(C(C=C)(F)F)(F)F